4,4'-((1,7-diethyl-1,7-dihydrobenzo[1,2-d:4,5-d']Diimidazole-2,6-diyl)bis(thiophene-5,2-diyl))bis(N,N-diphenylaniline) C(C)N1C(=NC2=C1C=C1N(C(=NC1=C2)C2=CC=C(S2)C2=CC=C(N(C1=CC=CC=C1)C1=CC=CC=C1)C=C2)CC)C2=CC=C(S2)C2=CC=C(N(C1=CC=CC=C1)C1=CC=CC=C1)C=C2